(R)-2-amino-N-(5-(tert-butyl)-6-(2-hydroxy-4-(trifluoromethyl)phenyl)pyridazin-3-yl)propanamide N[C@@H](C(=O)NC=1N=NC(=C(C1)C(C)(C)C)C1=C(C=C(C=C1)C(F)(F)F)O)C